COC=1C=C(C=C(C1OC)OC)N1C=NC(=C1)NC=1C2=C(N=C(N1)N1[C@@H](CCC1)C(=O)O)C=CO2 (S)-1-(4-((1-(3,4,5-trimethoxyphenyl)-1H-imidazol-4-yl)amino)furo[3,2-d]pyrimidin-2-yl)pyrrolidine-2-carboxylic acid